C(C)(C)(C)C=1C(=C(C=C(C1)CCC(=O)OCC(CCCC)CC)N1N=C2C(=N1)C=CC=C2)O 2-(3'-tert-Butyl-5'-[2-(2-ethylhexyloxy)carbonylethyl]-2-hydroxyphenyl)-benzotriazol